2-(1,1-difluoroethyl)(6-2H)-1-benzofuran FC(C)(F)C=1OC2=C(C1)C=CC(=C2)[2H]